2-iodo-4-((triisopropylsilyl)ethynyl)-1H-pyrrolo[2,3-b]pyridine-5-carboxamide IC1=CC=2C(=NC=C(C2C#C[Si](C(C)C)(C(C)C)C(C)C)C(=O)N)N1